CN(C)CCCCCCCCCCCCC N,N-dimethyltridecylamine